FC(C1=CC=C(C=C1)NC(=O)NC1=CC=C(C=C1)C(F)(F)F)(F)F 1,3-bis(4-trifluoromethylphenyl)urea